2,5-di-tert-butylbenzene-1,4-diol C(C)(C)(C)C1=C(C=C(C(=C1)O)C(C)(C)C)O